The molecule is a member of the class of lividomycins that is paromomycin in which the 2-amino-2-deoxyglucopyranosyl moiety is lacking the hydroxy group at position 3. It has a role as a metabolite. It derives from a paromomycin. C1[C@H]([C@@H]([C@H]([C@@H]([C@H]1N)O[C@@H]2[C@@H](C[C@@H]([C@H](O2)CO)O)N)O[C@H]3[C@@H]([C@@H]([C@H](O3)CO)O[C@@H]4[C@@H]([C@H]([C@@H]([C@@H](O4)CN)O)O)N)O)O)N